BrC=1C(=NC=CC1)Cl 3-bromo-2-chloropyridine